NC=1C=C(C=C(C1)C1CC1)NC(CC1=CC=CC=C1)=O N-(3-amino-5-cyclopropylphenyl)-2-phenylacetamide